(1S,2S)-2-(((2-methyl-6-(1-methyl-5-(((4-(pyrazin-2-yl)pyrimidin-2-yl)amino)methyl)-1H-1,2,3-triazol-4-yl)pyridin-3-yl)oxy)methyl)cyclohexane-1-carboxylate CC1=NC(=CC=C1OC[C@@H]1[C@H](CCCC1)C(=O)[O-])C=1N=NN(C1CNC1=NC=CC(=N1)C1=NC=CN=C1)C